The molecule is an aminoglycoside derived from neomycin and consisting of neamine substituted at position 3 by a 2-acetamido-2-deoxy-alpha-D-glucopyranosyl-(1->3)-beta-D-ribofuranosyl group. It is a conjugate base of a 2'''-acetyl-6'''-hydroxyneomycin C(4+). CC(=O)N[C@@H]1[C@H]([C@@H]([C@H](O[C@@H]1O[C@@H]2[C@H](O[C@H]([C@@H]2O)O[C@@H]3[C@H]([C@@H](C[C@@H]([C@H]3O[C@@H]4[C@@H]([C@H]([C@@H]([C@H](O4)CN)O)O)N)N)N)O)CO)CO)O)O